BrC=1C=CC(=C(C=O)C1)F 5-bromo-2-fluoro-benzaldehyde